(R)-2-acetamido-2-(3-chloro-5-fluoro-2-((4-(4-fluoro-1H-pyrazol-1-yl)-2-methylquinolin-8-yloxy)methyl)phenyl)ethyl acetate C(C)(=O)OC[C@@H](C1=C(C(=CC(=C1)F)Cl)COC=1C=CC=C2C(=CC(=NC12)C)N1N=CC(=C1)F)NC(C)=O